bis[3,5-difluoro-2-(5-trifluoromethyl-2-pyridyl)phenyl]iridium(III) hexafluorophosphate F[P-](F)(F)(F)(F)F.FC=1C(=C(C=C(C1)F)[Ir+]C1=C(C(=CC(=C1)F)F)C1=NC=C(C=C1)C(F)(F)F)C1=NC=C(C=C1)C(F)(F)F